(R)-6-(cyclopropylmethyl)-4-(3-methylmorpholino)-2-(1H-pyrazol-3-yl)-8,9-dihydro-1,3,6,9a-tetraazabenzo[cd]azulene-7(6H)-one C1(CC1)CN1C=2C3=C(C(=NN3CCC1=O)C1=NNC=C1)N=C(C2)N2[C@@H](COCC2)C